C1CCC2=C(C=CC=C12)NC1=NN(C2=NC=NC=C21)C 3-((2,3-dihydro-1H-inden-4-yl)amino)-1-methyl-1H-pyrazolo[3,4-d]pyrimidine